(rac)-2-((4-chlorophenethyl)amino)-1-(1H-indol-3-yl)-2-(pyridin-3-yl)ethan-1-one ClC1=CC=C(CCN[C@@H](C(=O)C2=CNC3=CC=CC=C23)C=2C=NC=CC2)C=C1 |r|